CC1NCCC(C1)C(=O)O (E)-2-methylpiperidine-4-carboxylic acid